(2,4-dioxobutoxy) phosphonate P(OOCC(CC=O)=O)([O-])=O